C(CC(C)=O)=O 1,3-Butandione